(2S,4S)-2-[2-[6-[[5-(4-fluorophenyl) thiazol-2-yl] amino] imidazo[4,5-c]pyridin-1-yl] ethylcarbamoyl]-4-hydroxy-pyrrolidine-1-carboxylate FC1=CC=C(C=C1)C1=CN=C(S1)NC1=CC2=C(C=N1)N=CN2CCNC(=O)[C@H]2N(C[C@H](C2)O)C(=O)[O-]